FC(C1=C(C=C2CCCNC2=C1)C=1C=CC(=NC1)OC1CC2(C1)CCN(CC2)C(=O)OC(C)(C)C)F tert-butyl 2-[[5-[7-(difluoromethyl)-1,2,3,4-tetrahydroquinolin-6-yl]-2-pyridyl]oxy]-7-azaspiro[3.5]nonane-7-carboxylate